4-(1H-1,2,4-triazole-1-sulfonyl)benzoic acid N1(N=CN=C1)S(=O)(=O)C1=CC=C(C(=O)O)C=C1